C(C)OC1(CC1)O[Si](C)(C)C 1-ethoxy-1-[(trimethylsilyl)oxy]cyclopropane